tris(triphenylphosphine) copper (I) bromide [Cu]Br.C1(=CC=CC=C1)P(C1=CC=CC=C1)C1=CC=CC=C1.C1(=CC=CC=C1)P(C1=CC=CC=C1)C1=CC=CC=C1.C1(=CC=CC=C1)P(C1=CC=CC=C1)C1=CC=CC=C1